ethyl 5-azido-2,2-dimethylpentanoate N(=[N+]=[N-])CCCC(C(=O)OCC)(C)C